2-amino-N-(5-(5-chloro-2-methoxyphenyl)-1-(2-hydroxy-2-methylbutyl)-1H-pyrazol-4-yl)pyrazolo[1,5-a]pyrimidine-3-carboxamide NC1=NN2C(N=CC=C2)=C1C(=O)NC=1C=NN(C1C1=C(C=CC(=C1)Cl)OC)CC(CC)(C)O